C(C1=CC=CC=C1)=CC(=O)C=CC1=CC=CC=C1.C(C1=CC=CC=C1)=CC(=O)C=CC1=CC=CC=C1.C(C1=CC=CC=C1)=CC(=O)C=CC1=CC=CC=C1.[Pd] palladium (0) tris(dibenzylideneacetone)